Fluoromethyl-pyrrolidin FCN1CCCC1